CS(=O)(=O)C=1C=CC(=NC1)CC1=C(C(N(C=C1)C1=CC(=CC=C1)C(F)(F)F)=O)C(=O)N ([5-(methylsulfonyl)pyridin-2-yl]methyl)-2-oxo-1-[3-(trifluoromethyl)phenyl]-1,2-dihydropyridine-3-carboxamide